C(CCC)[As](O)(O)=O butylarsonic acid